ClC=1C=C2C(=CN1)N(N=C2C(=O)NC2=CC=C(C=C2)N2CCN(CC2)C)COCC[Si](C)(C)C 5-chloro-N-(4-(4-methylpiperazin-1-yl)phenyl)-1-((2-(trimethylsilyl)ethoxy)methyl)-1H-pyrazolo[3,4-c]Pyridine-3-carboxamide